C[C@H]1CN(CCN1CCC)C(=O)C=1C=C(CN2C(NC(C3=CC=CC=C23)=O)=O)C=CC1F (S)-1-(3-(3-methyl-4-(n-propyl)piperazine-1-carbonyl)-4-fluorobenzyl)quinazoline-2,4(1H,3H)-dione